1-ethyl-4,4'-bipiperidine C(C)N1CCC(CC1)C1CCNCC1